7-(5-(trifluoromethyl)-4,5-dihydro-1,2,4-oxadiazol-3-yl)imidazo[1,2-a]pyridine-2-carbaldehyde FC(C1NC(=NO1)C1=CC=2N(C=C1)C=C(N2)C=O)(F)F